4-monopropyl succinate C(CCC(=O)OCCC)(=O)[O-]